OC1=CC=C(C(=O)OCC2=CC=CC=C2)C=C1 Benzyl Para-hydroxybenzoate